C1(CCCCO1)=O δ-Valerolacton